7-methyl-1,5,7-triazidobicyclo[4.4.0]dec-5-ene CC1(C2=C(CCCC2(CCC1)N=[N+]=[N-])N=[N+]=[N-])N=[N+]=[N-]